[Si](C1=CC=CC=C1)(C1=CC=CC=C1)(C(C)(C)C)OC1CC2C(C2C1)C(C)=O 1-(3-((tert-butyldiphenylsilyl)oxy)bicyclo[3.1.0]hexan-6-yl)ethanone